(2R,3S,4S,SR)-5-(6-amino-2-chloro-9H-purin-9-yl)-2-ethyl-2-(hydroxymethyl)tetrahydrofuran-3,4-diol NC1=C2N=CN(C2=NC(=N1)Cl)[C@@H]1[C@H]([C@@H]([C@](O1)(CO)CC)O)O |&1:11|